5-[2,3-difluoro-4-[3-isopropyl-1-(2-methoxyethyl)pyrazol-4-yl]phenyl]-1-methyl-imidazole-2-carboxamide FC1=C(C=CC(=C1F)C=1C(=NN(C1)CCOC)C(C)C)C1=CN=C(N1C)C(=O)N